ammonium thiophosphate salt P(=S)([O-])([O-])[O-].[NH4+].[NH4+].[NH4+]